tert-butyl N-allyl-N-[1-[[tert-butyl(dimethyl)silyl]oxymethyl]pent-4-ynyl]carbamate C(C=C)N(C(OC(C)(C)C)=O)C(CCC#C)CO[Si](C)(C)C(C)(C)C